CN1C(=NN=C1C)C1=CC(=C(C=C1)NC=1N=CC2=C(N1)C(=NC(=C2)C)N2CCC(CC2)(C)OC)OC N-(4-(4,5-dimethyl-4H-1,2,4-triazol-3-yl)-2-methoxyphenyl)-8-(4-methoxy-4-methylpiperidin-1-yl)-6-methylpyrido[3,4-d]pyrimidin-2-amine